COC=1C=C(C=2CC3=CC=C(C=C3C2C1)OC)[Ti](C)(C)NC12CC3CC(CC(C1)C3)C2 (3,6-dimethoxyfluorenyl)-adamantylamino-dimethyl-titanium